N1C=NC2=C1C=C(C=C2)CN(C2=CC=C(C=C2)CN2CCCCC2)CC2=CC(=CC=C2)OC N-((1H-benzo[d]imidazol-6-yl)methyl)-N-(3-methoxybenzyl)-4-(piperidin-1-ylmethyl)aniline